(1S)-1-{[(2S,3R,4S)-2-(β-L-glucopyranosyloxy)-5-(methoxycarbonyl)-3-vinyl-3,4-dihydro-2H-pyran-4-yl]methyl}-2,3,4,9-tetrahydro-1H-β-carboline-1,3-dicarboxylic acid [C@H]1([C@@H](O)[C@H](O)[C@@H](O)[C@@H](O1)CO)O[C@@H]1OC=C([C@H]([C@H]1C=C)C[C@@]1(NC(CC=2C3=CC=CC=C3NC12)C(=O)O)C(=O)O)C(=O)OC